[C@@H]12N(C[C@@H](NC1)C2)C2=CC(=NC=C2)NC2=CC1=C(C=N2)SC(=N1)C1=NC=CC=C1C 4-[(1S,4S)-2,5-Diazabicyclo[2.2.1]heptan-2-yl]-N-[2-(3-methylpyridin-2-yl)-[1,3]thiazolo[5,4-c]pyridin-6-yl]pyridin-2-amine